C(C)(C)(C)N1N=C(C=C1[C@@H]1C[C@@H](CC1)O)NC1CCNCC1 (1R,3S)-3-(1-(tert-butyl)-3-(piperidin-4-ylamino)-1H-pyrazol-5-yl)cyclopentan-1-ol